C1(CCC2=NC=CC=C12)NC=1N=CN=C2C=C(SC12)C=1C(=C(N=C2C(CS(C12)(=O)=O)C(C)C)CCC1COCC1)C=1OC(=NN1)C N-(R)-4-aza-1-indanyl(2-{3-isopropyl-6-(5-methyl-1,3,4-oxadiazol-2-yl)-1,1-dioxo-5-[2-(tetrahydro-3-furyl)ethyl]-1λ6-thia-4-aza-7-indanyl}-1-thia-4,6-diaza-7-indenyl)amine